The molecule is muconic acid (stereochemistry of C=C bonds unspecified) substituted at the 3-position by a carboxymethyl group. It derives from a muconic acid. C(/C(=C\\C(=O)O)/C=C/C(=O)O)C(=O)O